C(CC=C)C1(N(CC(C1)F)C(=O)[O-])C(=O)[O-] 2-but-3-enyl-4-fluoro-pyrrolidine-1,2-dicarboxylate